NC(C(=O)O)C1=CNC(O1)=O 2-Amino-2-(2-oxo-3H-1,3-oxazol-5-yl)acetic acid